3,5-dimethylcyclohexan-1-one O-cyclohexanecarbonyl oxime C1(CCCCC1)C(=O)ON=C1CC(CC(C1)C)C